11-((3,3,4,4-tetramethyl-3,4-dihydrodibenzo[b,ij]imidazo[2,1,5-de]quinolizin-10-yl)oxy)-1,2,3,4,4a,16b-hexahydrobenzo[4,5]pyrido[3',2':6,7]azepino[3,2,1-jk]carbazole CC1(C=2N3C(C4=C(C=5C3=C(C1(C)C)C=CC5)C=CC(=C4)OC4=C5C=1C=CC=CC1N1C5C(C=C4)=C4C(C5C1NCCC5)C=CC=C4)=NC2)C